N1(CCCCC1)CC1=CC=C(C=C1)C1=CC=C(C=C1)S(=O)(=O)Cl 4'-(piperidin-1-ylmethyl)-[1,1'-biphenyl]-4-sulfonyl chloride